C(C)(C)(C)OC(=O)N1C[C@@H](OCC1)CC(=O)O 2-[(2S)-4-[(tert-butoxy)carbonyl]morpholin-2-yl]acetic acid